[N+](=O)([O-])C1=C(C(=O)C2=C(C(=O)O)C=CC=C2)C=C(C(=C1)Cl)Cl 2-(2-nitro-4,5-dichlorobenzoyl)-benzoic acid